O1C2(C1)CC1CCC(C2)N1C(=O)OC(C)(C)C tert-Butyl 8-azaspiro[bicyclo[3.2.1]octane-3,2'-oxirane]-8-carboxylate